C1(CCCCC1)C(CC)OC([C@@H](NC(=O)C1=NC=CC(=C1O)OC)C)=O N-[(3-hydroxy-4-methoxy-2-pyridinyl)carbonyl]-L-alanine 1-cyclohexylpropyl ester